CN(C/C=C/C(=O)N1CCOC2=C3C(=NC=NC3=CC=C21)NC2=CC(=C(C=C2)OC2=CC=CC=C2)Cl)C (E)-4-(dimethylamino)-1-(10-((3-chloro-4-phenoxyphenyl)amino)-2,3-dihydro-4H-[1,4]oxazino[2,3-f]quinazolin-4-yl)but-2-en-1-one